Methyl 1-Boc-pyrrolidine-3-carboxylate C(=O)(OC(C)(C)C)N1CC(CC1)C(=O)OC